NC1=NC=C(C2=C1C(=C(N2C)C2=C(C=C(C=C2)NC(C(=C)C)=O)F)C2=CC(=C(C=C2)OC2=NC(=C(C=C2)F)C)F)C#N N-(4-(4-amino-7-cyano-3-(3-fluoro-4-((5-fluoro-6-methylpyridin-2-yl)oxy)phenyl)-1-methyl-1H-pyrrolo[3,2-c]pyridin-2-yl)-3-fluorophenyl)methacrylamide